ethyl 3-{[1-methyl-4-(1-methylimidazole-2-amido)pyrrol-2-yl]formamido}propanoate CN1C(=CC(=C1)NC(=O)C=1N(C=CN1)C)C(=O)NCCC(=O)OCC